C1(=CC=CC=C1)C1(CC1)C1=NNC2=NC(=CN=C21)N2CCC1(CC2)[C@@H](C=2C(=NC=CC2)C1)N (S)-1'-(3-(1-phenylcyclopropyl)-1H-pyrazolo[3,4-b]pyrazin-6-yl)-5,7-dihydrospiro[cyclopenta[b]pyridine-6,4'-piperidine]-5-amine